ClC1=CC=C(C(=N1)C(=O)O)NC(C)C=1C=C(C=C2C(C=C(OC12)C1=CC2=C(N=C(S2)C)C=C1)=O)C(F)(F)F 6-Chloro-3-[1-[2-(2-methyl-1,3-benzothiazol-6-yl)-4-oxo-6-(trifluoromethyl)chromen-8-yl]ethylamino]pyridine-2-carboxylic acid